3,3-difluorobenzilate FC1(CC(C(C(=O)[O-])(O)C2=CC=CC=C2)=CC=C1)F